7-cyclopropyl-N-(4-(4-(methylsulfonyl)thiophen-2-yl)-5-(trifluoromethyl)pyrimidin-2-yl)-1,2,3,4-tetrahydroisoquinolin-6-amine C1(CC1)C1=C(C=C2CCNCC2=C1)NC1=NC=C(C(=N1)C=1SC=C(C1)S(=O)(=O)C)C(F)(F)F